methoxy(dimethyl)n-octylsilane CO[Si](CCCCCCCC)(C)C